N-(4-(4,4-difluoropiperidin-1-yl)-6-methylpyrimidin-2-yl)-4-((2-hydroxyethyl)sulfonamido)-2-methyl-6-(6-azaspiro[2.5]octan-6-yl)benzamide FC1(CCN(CC1)C1=NC(=NC(=C1)C)NC(C1=C(C=C(C=C1N1CCC2(CC2)CC1)NS(=O)(=O)CCO)C)=O)F